ClC=1C=C(C=CC1F)[C@](C)([C@@H]1C[C@@H](C1)C(F)(F)F)NC(=O)N1[C@@H](C(NCC1)=O)C |o1:8| (2R)-N-((S or R)-1-(3-chloro-4-fluorophenyl)-1-(cis-3-(trifluoromethyl)-cyclobutyl)-ethyl)-2-methyl-3-oxopiperazine-1-carboxamide